(R)-3-((S)-2-((S)-2,2-dimethylcyclopropane-1-carbonyl)-2,6-diazaspiro[3.4]octane-8-carbonyl)-4-phenyloxazolidin-2-one CC1([C@H](C1)C(=O)N1CC2(C1)CNC[C@H]2C(=O)N2C(OC[C@H]2C2=CC=CC=C2)=O)C